3-((7-(6-chloro-3-((3,3-difluorocyclobutyl)amino)-4-methylpyridin-2-yl)thieno[3,2-b]pyridin-2-yl)methyl)-6,6-dimethyl-3-azabicyclo[3.1.0]hexane-2,4-dione ClC1=CC(=C(C(=N1)C1=C2C(=NC=C1)C=C(S2)CN2C(C1C(C1C2=O)(C)C)=O)NC2CC(C2)(F)F)C